BrC=1SC(=C(N1)C)C(=O)N(C)OC 2-bromo-N-methoxy-N,4-dimethylthiazole-5-carboxamide